6-amino-3-cyclopropyl-1-isopropyl-1H-imidazo[4,5-b]pyridin-2(3H)-one NC=1C=C2C(=NC1)N(C(N2C(C)C)=O)C2CC2